OCCCC1=C(N(C2=CC=C(C=C12)C)C)C1=C(C=CC2=CC=CC=C12)O 1-(3-(3-hydroxypropyl)-1,5-dimethyl-1H-indol-2-yl)naphthalen-2-ol